C1(=CC=CC=C1)C(=O)N1CC(C2(C(N3[C@H](O2)CC[C@H]3C=3C=NC(=C(C3)F)C)=O)CC1)F (5'S,7a'R)-1-(benzenecarbonyl)-3-fluoro-5'-(5-fluoro-6-methylpyridin-3-yl)tetrahydro-3'H-spiro[piperidine-4,2'-pyrrolo[2,1-b][1,3]oxazol]-3'-one